ClC1=C(C=CC(=C1)C(F)(F)F)C1N(C=CC(C1)=O)C(=O)OCC1=CC=CC=C1 benzyl 2-(2-chloro-4-(trifluoromethyl)phenyl)-4-oxo-3,4-dihydropyridine-1(2H)-carboxylate